(4-(2-(3-(dimethylamino)pyrrolidine-1-carbonyl)-7-(naphthalen-1-yl)-5,6,7,8-tetrahydro-1,7-naphthyridin-4-yl)piperazin-1-yl)prop-2-en-1-one CN(C1CN(CC1)C(=O)C1=NC=2CN(CCC2C(=C1)N1CCN(CC1)C(C=C)=O)C1=CC=CC2=CC=CC=C12)C